NC=1C(=CC=C(C1)O)[N+](=O)[O-] 5-amino-4-nitrophenol